2-[2-(difluoromethyl)-3-fluoro-4-methoxy-phenyl]-4,4,5,5-tetramethyl-1,3,2-dioxaborolane FC(C1=C(C=CC(=C1F)OC)B1OC(C(O1)(C)C)(C)C)F